N-(4-(N,N-bis(4-methoxybenzyl)sulfamoyl)-2-(difluoromethyl)-2H-indazol-6-yl)-2-(2-carbonylcyclohexyl)acetamide COC1=CC=C(CN(S(=O)(=O)C=2C3=CN(N=C3C=C(C2)NC(CC2C(CCCC2)=C=O)=O)C(F)F)CC2=CC=C(C=C2)OC)C=C1